C1(=CC=CC=C1)P([C@H](C)[C@@H](C)P(C1=CC=CC=C1)C1=CC=CC=C1)C1=CC=CC=C1 (2R,3R)-2,3-bis(diphenylphosphino)butane